4-amino-1,3-dimethyl-1,5,6,7-tetrahydro-2H-cyclopenta[b]pyridin-2-one NC=1C2=C(N(C(C1C)=O)C)CCC2